C(C=C)(=O)OCCCCO 1,4-butanediol acrylate